5-methyl-N-(4-(4-(4-methylpiperazin-1-yl)piperidin-1-yl)phenyl)-4-(3-phenylisoxazolidin-2-yl)pyrimidin-2-amine CC=1C(=NC(=NC1)NC1=CC=C(C=C1)N1CCC(CC1)N1CCN(CC1)C)N1OCCC1C1=CC=CC=C1